2-((E)-((E)-4-(cinnamoyloxy)-3-methoxybenzylidene)amino)-3-methylbutanoic acid C(\C=C\C1=CC=CC=C1)(=O)OC1=C(C=C(\C=N\C(C(=O)O)C(C)C)C=C1)OC